tert-butyl (R)-(1-cyclopropyl-1-oxopropan-2-yl)carbamate C1(CC1)C([C@@H](C)NC(OC(C)(C)C)=O)=O